C(CCCCCC)OC(CCCCC(=O)O)OCCCCCCC 6,6-bis(heptyloxy)hexanoic acid